1,2,3-trimethoxy-9H-fluorene COC1=C(C(=CC=2C3=CC=CC=C3CC12)OC)OC